(2-acetamido-2-methyl-propyl)-3-(2-chloro-6-methyl-4-pyridinyl)-2-(3-cyanophenyl)pyrazolo[1,5-a]pyrimidine-5-carboxamide C(C)(=O)NC(CC=1C(=NC=2N(C1)N=C(C2C2=CC(=NC(=C2)C)Cl)C2=CC(=CC=C2)C#N)C(=O)N)(C)C